NC(C(C)C)C1=CC(=C(C=C1)NS(=O)(=O)C1=CC=CC=C1)C=1OC=CC1 N-(4-(1-amino-2-methylpropyl)-2-(furan-2-yl)phenyl)benzenesulfonamide